sodium hydrogen malate calcium malate C(C(O)CC(=O)[O-])(=O)[O-].[Ca+2].C(C(O)CC(=O)[O-])(=O)O.[Na+]